NCCCOCCCCOCCCN 3-[4-(3-amino-propoxy)butoxy]propylamine